OC(=O)C(F)(F)F.NC1=CC(=C(C=N1)N1C=C(C(C2=CC(=C(N=C12)N1CC2=NC=CC=C2C1)Cl)=O)C(=O)O)C 1-(6-amino-4-meth-ylpyridin-3-yl)-6-chloro-7-(5,7-di-hydro-6H-pyrrolo-[3,4-b]pyridin-6-yl)-4-oxo-1,4-di-hydro-1,8-naphthyridine-3-carboxylic acid TFA salt